FC(OC1=CC(=NN1)NC1=NC(=CN=C1)[C@H](C)C1CCOCC1)F (R)-N-(5-(difluoromethoxy)-1H-pyrazol-3-yl)-6-(1-(tetrahydro-2H-pyran-4-yl)ethyl)pyrazin-2-amine